CC1=C(C#N)C=CC=C1[C@@H](C)NC1=NN=C(C=2C1=CN(C(C2)=O)C2(CC2)C)NC (R)-2-methyl-3-(1-((1-(methylamino)-6-(1-methylcyclopropyl)-7-oxo-6,7-dihydropyrido[3,4-d]pyridazin-4-yl)amino)ethyl)benzonitrile